C(C)(C)(C)OC(=O)N1[C@@H](CCC1)C=1C=C(C=C2CCN(CC12)C(=O)C=1C=NC=NC1)C=1C=C2C(=NC1)NC=C2C (S)-2-(6-(3-methyl-1H-pyrrolo[2,3-b]pyridin-5-yl)-2-(pyrimidine-5-carbonyl)-1,2,3,4-tetrahydroisoquinolin-8-yl)pyrrolidine-1-carboxylic acid tert-butyl ester